1-([2,2'-bipyridin]-5-yl)-2,3-dihydro-1H-pyrrolo[2,3-b]pyridine N1=C(C=CC(=C1)N1CCC=2C1=NC=CC2)C2=NC=CC=C2